(S)-3-(2,4-difluorophenyl)-2-(methylamino)propanoic acid FC1=C(C=CC(=C1)F)C[C@@H](C(=O)O)NC